ClC=1C=C(C=CC1)C1=C(N=CO1)CO (5-(3-chlorophenyl)oxazol-4-yl)methanol